O1COC2=C1C=CC(=C2)C(=O)N benzo[D][1,3]dioxole-5-carboxamide